3,3-dimethylcyclopropane-1,2-dinitrile CC1(C(C1C#N)C#N)C